N-(4-(5-phenyl-5H-pyrido[3,2-b]indol-8-yl)phenyl)-[1,1'-biphenyl]-4-amine C1(=CC=CC=C1)N1C2=C(C=3C=C(C=CC13)C1=CC=C(C=C1)NC1=CC=C(C=C1)C1=CC=CC=C1)N=CC=C2